3-fluoro-7-(4-fluoro-2-methoxy-phenyl)-4-oxo-5H-thieno[3,2-c]pyridine-6-carboxylic acid ethyl ester C(C)OC(=O)C1=C(C2=C(C(N1)=O)C(=CS2)F)C2=C(C=C(C=C2)F)OC